C(C)(C)(C)OC([C@@](COC=1C=NC(=CC1)N1C=NC=C1)(C)O)=O.NCC(C(=O)NC=1C=CC=C2C(=CNC12)C=1C=NNC1)C1=NC=CC=C1 3-amino-N-[3-(1H-pyrazol-4-yl)-1H-indol-7-yl]-2-(pyridin-2-yl)propanamide tert-butyl-(S)-3-((6-(1H-imidazol-1-yl)pyridin-3-yl)oxy)-2-hydroxy-2-methylpropanoate